FC1=C(C=C(C=C1)C1(CC1)N(S(=O)(=O)C)CC1(CC1)NC(OC(C)(C)C)=O)C(F)(F)F tert-butyl (1-((N-(1-(4-fluoro-3-(trifluoromethyl)phenyl)cyclopropyl)methylsulfonamido)methyl)cyclopropyl)carbamate